CN1N=CC(=C1)C1=CC=C2C(=N1)NC=C2C=2C=C1C(=NC=NC1=CC2)NC2CCN(CC2)C 6-(6-(1-methyl-1H-pyrazol-4-yl)-1H-pyrrolo[2,3-b]pyridin-3-yl)-N-(1-methylpiperidin-4-yl)quinazolin-4-amine